bromo(2-thienyl)magnesium Br[Mg]C=1SC=CC1